CC1=C(C(=NO1)C=1C=NC(=CC1)C)COC1=CC=C(N=N1)C(=O)N1CCC12COC2 (6-((5-Methyl-3-(6-methylpyridin-3-yl)isoxazol-4-yl)methoxy)pyridazin-3-yl)(6-oxa-1-azaspiro[3.3]heptan-1-yl)methanon